ClC=1C=C2C=NC(=NC2=CC1[C@@H]1[C@H](CN(CC1)[C@H]1[C@H](COC1)O)F)NC=1C=NN(C1Cl)[C@@H]1C(C1)(F)F (S)-(3R,4R)-(3R,4R)-4-(4-(6-chloro-2-((5-chloro-1-(2,2-difluorocyclopropyl)-1H-pyrazol-4-yl)amino)quinazolin-7-yl)-3-fluoropiperidin-1-yl)tetrahydrofuran-3-ol